1-(4-chlorobenzyl)-3-((2r,4s)-6-(3-isopropylbenzoyl)-6-azaspiro[3.4]octan-2-yl)urea ClC1=CC=C(CNC(=O)NC2CC3(C2)CN(CC3)C(C3=CC(=CC=C3)C(C)C)=O)C=C1